C[Si](OC(CCCCCN(CCC1N(CCC1)C)CCCCCC(OCCCCCCCC)O[Si](OCCCCCCCC)(C)C)OCCCCCCCC)(OCCCCCCCC)C 6-((dimethyl(octyloxy)silyl)oxy)-N-(6-((dimethyl(octyloxy)silyl)oxy)-6-(octyloxy)hexyl)-N-(2-(1-methylpyrrolidin-2-yl)ethyl)-6-(octyloxy)hexan-1-amine